4-Amino-6-bromo-8-chlorocinnoline-3-carboxamide NC1=C(N=NC2=C(C=C(C=C12)Br)Cl)C(=O)N